[C].S1CCCCC1 Thian carbon